5-hydroxyanthraquinone OC1=C2C(C=3C=CC=CC3C(C2=CC=C1)=O)=O